7-methoxy-1H-benzo[d]imidazole-2-carboxylic acid COC1=CC=CC2=C1NC(=N2)C(=O)O